NC1=CC=C(C2=CC=CC=C12)C(=O)O 4-amino-1-naphthalenecarboxylic acid